C(C)OC=1N=NC=CC1C1=CC(=C2C(=N1)C(=NN2C(C)C)C)NCC2=CC=CC1=C2N=C(O1)C 5-(3-ethoxypyridazin-4-yl)-1-isopropyl-3-methyl-N-[(2-methyl-1,3-benzoxazol-4-yl)methyl]pyrazolo[4,3-b]pyridin-7-amine